N1CCC(CC1)C(C(=O)OCC)CC1=CC=C(C=C1)C Ethyl 2-(4-piperidyl)-3-(p-tolyl)propanoate